FC1=CC=C(C=C1)C(N1[C@@H](CN(CC1)C1=C(C(N(C=2C=CC(=NC12)C#N)C)=O)C#N)C)C1=CC=C(C=C1)C(F)(F)F 8-[(3R)-4-[(4-Fluorophenyl)[4-(trifluoromethyl)phenyl]methyl]-3-methylpiperazin-1-yl]-5-methyl-6-oxo-5,6-dihydro-1,5-naphthyridin-2,7-dicarbonitril